(3S,4r,5R)-1-(4-(pentyloxy)benzyl)piperidine-3,4,5-triyl triacetate C(C)(=O)O[C@H]1CN(C[C@H](C1OC(C)=O)OC(C)=O)CC1=CC=C(C=C1)OCCCCC